6-[(2S)-2-aminopropyl]-2-chloro-7-methyl-N-[(3-methylfuran-2-yl)methyl]thieno[3,2-d]pyrimidin-4-amine N[C@H](CC1=C(C=2N=C(N=C(C2S1)NCC=1OC=CC1C)Cl)C)C